3-(4-methoxyphenyl)-1-(3,5-dimethylphenyl)prop-2-yn-1-one COC1=CC=C(C=C1)C#CC(=O)C1=CC(=CC(=C1)C)C